BrC=1C(=NC(=NC1)NC=1C(=NN(C1)C1CCN(CC1)C)C)NCCCNC(C(C)(C)C)=O N-(3-((5-bromo-2-((3-methyl-1-(1-methylpiperidin-4-yl)-1H-pyrazol-4-yl)amino)pyrimidin-4-yl)amino)propyl)pivalamide